5-((5-(3-hydroxycyclopentyl)-1H-pyrazol-3-yl)amino)-1-methyl-1,3-dihydrobenzo[c]isothiazole 2,2-dioxide OC1CC(CC1)C1=CC(=NN1)NC1=CC2=C(N(S(C2)(=O)=O)C)C=C1